NC=1C=2N(C3=CC(=C(C=C3N1)F)C(=O)N(C)[C@@H]1COC3=C1C=CC(=C3)Cl)C=NC2 (S)-4-amino-N-(6-chloro-2,3-dihydrobenzofuran-3-yl)-7-fluoro-N-methylimidazo[1,5-a]quinoxaline-8-carboxamide